CC1=C(C(=NO1)C=1C=C(C=CC1)S(=O)(=O)N)C1=CC=CC=C1 3-(5-methyl-4-phenylisoxazole-3-yl)benzenesulfonamide